3-((S)-4-amino-6-((S)-1-oxa-6-azaspiro[3.4]octan-6-yl)pyrido[3,4-d]pyrimidin-8-yl)-2,4-dimethylphenol NC=1C2=C(N=CN1)C(=NC(=C2)N2C[C@@]1(CCO1)CC2)C=2C(=C(C=CC2C)O)C